(S)- and (R)-2-((4-chlorophenethyl)amino)-1-(6-(6-methylpyridin-3-yl)-1H-indol-3-yl)-2-phenylethan-1-one ClC1=CC=C(CCN[C@H](C(=O)C2=CNC3=CC(=CC=C23)C=2C=NC(=CC2)C)C2=CC=CC=C2)C=C1 |r|